Cl.C1(=CC(=CC=C1)NC(=O)[C@@H]1CNC[C@H]1C=1SC=CC1)C1=CC=CC=C1 (S)-trans-N-(Biphenyl-3-yl)-4-(thiophen-2-yl)pyrrolidine-3-carboxamide hydrochloride